O1C(=CC=C1)C(SC)=O S-methyl furan-2-carbothioate